C(C)(C)(C)OC(=O)N1CCC(=CC1)C1=CC(=C(C=C1)C)C(N[C@H](C)C1=CC=CC2=CC=CC=C12)=O 4-[4-methyl-3-[[(1R)-1-(1-naphthyl)ethyl]carbamoyl]phenyl]-3,6-dihydro-2H-pyridine-1-carboxylic acid tert-butyl ester